2-chloro-6-(4-{[(3R)-1-methylpiperidin-3-yl]amino}pyrido[3,4-d]pyridazin-1-yl)phenol ClC1=C(C(=CC=C1)C1=C2C(=C(N=N1)N[C@H]1CN(CCC1)C)C=NC=C2)O